C=1(C(=CC=C2C=C3C=CC=CC3=CC12)O)O anthracene-1,2-diol